BrC1=CC(=C(C=C1)CC1NC(=NOC1)C1=C(N=NC(=C1)C)OC1=C(C(=CC=C1)Cl)F)C 5-[(4-bromo-2-methyl-phenyl)methyl]-3-[3-(3-chloro-2-fluoro-phenoxy)-6-methyl-pyridazin-4-yl]-5,6-dihydro-4H-1,2,4-oxadiazine